C(C1=CC=CC=C1)OC(=O)N[C@@H](CCCCNC(CCOCCOCCOCCNC(CCOCCOCCOCCNC(CCCCCCCCCCCCC(OCC1=CC=CC=C1)=O)=O)=O)=O)C(=O)O (S)-48-(((benzyloxy)carbonyl)amino)-3,16,29,42-tetraoxo-1-phenyl-2,20,23,26,33,36,39-heptaoxa-17,30,43-triazanonatetracontan-49-oic acid